C1=CC=CC=2C3=CC=CC=C3C(C12)COC(=O)NC[C@H]1CO[C@H]2[C@@H]1OC[C@@H]2NC(OC(C)(C)C)=O tert-butyl ((3S,3aR,6S,6aR)-6-(((((9H-fluoren-9-yl)methoxy)carbonyl)amino)methyl)hexahydrofuro[3,2-b]furan-3-yl)carbamate